1-(2-methoxypropyl)piperazin-2-one COC(CN1C(CNCC1)=O)C